3-bromo-5-methyl-4-((trifluoromethyl)thio)phenol BrC=1C=C(C=C(C1SC(F)(F)F)C)O